3-(2,6-difluorophenyl)-8-oxo-7,8-dihydroimidazo[1,5-a]pyrazin FC1=C(C(=CC=C1)F)C1=NC=C2N1C=CNC2=O